(2S)-2-(p-tolylsulfonyloxymethyl)morpholine-4-carboxylic acid tert-butyl ester C(C)(C)(C)OC(=O)N1C[C@H](OCC1)COS(=O)(=O)C1=CC=C(C=C1)C